ClC1=CC=C(COC=2C=CC(=C(C2)O)C=2NC=C(C2)C(F)(F)F)C=C1 5-((4-chlorobenzyl)oxy)-2-(4-(trifluoromethyl)-1H-pyrrol-2-yl)phenol